(trifluoromethyl)-1,3-benzoxazol-2-amin FC(F)(F)C1=CC=CC2=C1N=C(O2)N